5-chloro-4-fluoroindan-2-amine ClC=1C(=C2CC(CC2=CC1)N)F